CC1=C(C=C(C=C1)C(NC=1C=NC=C(C1)C(F)(F)F)=O)[C@H]1CN(CC1)C=1C=NC=C(C(=O)N)C1 (S)-5-(3-(2-methyl-5-((5-(trifluoromethyl)pyridin-3-yl)carbamoyl)phenyl)pyrrolidin-1-yl)nicotinamide